N-methylpyridin-2-carboxamide CNC(=O)C1=NC=CC=C1